C(C#CCCCCCC)(C(=O)O)C(=O)O nonynedicarboxylic acid